N-(propan-2-yl)-5-(thiophen-2-yl)-7-(trifluoromethyl)pyrazolo[1,5-a]pyrimidine-3-carboxamide CC(C)NC(=O)C=1C=NN2C1N=C(C=C2C(F)(F)F)C=2SC=CC2